[Si]([O-])([O-])([O-])[O-].[Si+4].[Li+] lithium silicon silicate